C(C)(C)(C)OC(=O)N[C@H](C(=O)OCCCCCCCCCCCCCCCC)CC1=CC(=CC(=C1)F)F Hexadecyl (S)-2-((tert-butoxycarbonyl)amino)-3-(3,5-difluorophenyl)propanoate